CN1CCC(CC1)C(=O)C=1C=C2C(=CN1)OC(=C2)\C=N\O (E)-N-{[5-(1-methylpiperidine-4-carbonyl)furo[2,3-c]pyridin-2-yl]methylidene}hydroxylamine